[K+].O1C=2C(OCC1COCCC(S(=O)(=O)[O-])C)=CSC2 3-[(2,3-dihydrothieno[3,4-b]-[1,4]dioxin-2-yl)methoxy]-1-methyl-1-propanesulfonic acid, potassium salt